1-methyl-4-(prop-2-ynyl)piperazine CN1CCN(CC1)CC#C